O1CC(CC1)C#CC1=NC=CC(=C1)OC1=C(N=NN1)C(=O)O 5-((2-((tetrahydrofuran-3-yl)ethynyl)pyridin-4-yl)oxy)-1H-1,2,3-triazole-4-carboxylic acid